ClC=1N=C2C(=NC1)NC=C2C2=NC1=CC=CC=C1C(=N2)NC2C(C1CCC2CC1)C(=O)OC (+/-)-trans-methyl 3-((2-(2-chloro-5H-pyrrolo[2,3-b]pyrazin-7-yl) quinazolin-4-yl)amino)bicyclo[2.2.2]octane-2-carboxylate